C1(=C(C=CC=C1)N(C(=O)NCCCCCCCCCCCCCCCCCC)CCCCCCCCCCCCCCCCCC)C tolyl-bisstearyl-urea